3-(5-(1-(4-(4-aminopiperidin-1-yl)benzyl)-4-hydroxypiperidin-4-yl)-1-oxoisoindolin-2-yl)piperidine-2,6-dione NC1CCN(CC1)C1=CC=C(CN2CCC(CC2)(O)C=2C=C3CN(C(C3=CC2)=O)C2C(NC(CC2)=O)=O)C=C1